BrC1=CC=2C(N=C1)=NN(C2)C(C(F)(F)F)(C)C 5-Bromo-2-(1,1,1-trifluoro-2-methylpropan-2-yl)-2H-pyrazolo[3,4-b]pyridine